C(C1=CC=CC=C1)S(=O)(C)=NC=1C=CC(=NC1)C=1C(=NC=CN1)[C@H](C)NC(C1=CC(=CC(=C1)C(F)(F)F)C(F)(F)F)=O N-((1S)-1-(3-(5-((benzyl(methyl)(oxo)-λ6-sulfaneylidene)amino)pyridin-2-yl)pyrazin-2-yl)ethyl)-3,5-bis(trifluoromethyl)benzamide